ClC1=C(C=C(C=C1)OC)C1=CC2=C([C@@H](CCO2)CNC=2C=NC=CC2C(=O)O)C=C1 3-({[(4R)-7-(2-chloro-5-methoxyphenyl)-3,4-dihydro-2H-1-benzopyran-4-yl]methyl}amino)pyridine-4-carboxylic acid